BrC1=CC(=C(O[C@@H](C)C2=NOC=N2)C=C1)F 3-[(1S)-1-(4-bromo-2-fluorophenoxy)ethyl]-1,2,4-oxadiazol